ClCC(=O)N(CC=1N=C(C2=C(N1)SC=N2)C2=CC=C(C=C2)OC(F)(F)F)C 2-chloro-N-methyl-N-[[7-[4-(trifluoromethoxy)phenyl]thiazolo[5,4-d]pyrimidin-5-yl]methyl]acetamide